3-{4-[(2-amino-4-pyrimidinyl)oxy]-2-ethylphenyl}-1-[4-fluoro-3-(trifluoromethyl)phenyl]-2,4-imidazolidinedione NC1=NC=CC(=N1)OC1=CC(=C(C=C1)N1C(N(CC1=O)C1=CC(=C(C=C1)F)C(F)(F)F)=O)CC